C(C#C)[BH3-] propargyl-borohydride